3-hydroxy-2-naphthalencarboxylic acid OC=1C(=CC2=CC=CC=C2C1)C(=O)O